C(#C)C=1C(=CC=C2C=CC=C(C12)C1=C(C=2N=C(N=C(C2C=N1)N([C@H]1[C@H](NCC1)C)C)OC[C@]12CCCN2CC(C1)=C)F)F 7-(8-ethynyl-7-fluoronaphthalen-1-yl)-8-fluoro-N-methyl-2-(((S)-2-methylenetetrahydro-1H-pyrrolizin-7a(5H)-yl)methoxy)-N-((2R,3R)-2-methylpyrrolidin-3-yl)pyrido[4,3-d]pyrimidin-4-amine